1-Methyl-2-oxabicyclo[2.2.2]octan-3-one CC12OC(C(CC1)CC2)=O